tert-Butyl 2-(4-ethoxyphenyl)-5-(1-hydroxyethyl)thiazole-4-carboxylate C(C)OC1=CC=C(C=C1)C=1SC(=C(N1)C(=O)OC(C)(C)C)C(C)O